(2R,3S,4S,5R,6R)-2-((benzoyloxy) methyl)-6-mercaptotetrahydro-2H-pyran-3,4,5-trisyltribenzoate C(C1=CC=CC=C1)(=O)OC[C@@H]1O[C@@H]([C@H]([C@H]([C@H]1C1=C(C(=O)[O-])C=CC=C1)C1=C(C(=O)[O-])C=CC=C1)C1=C(C(=O)[O-])C=CC=C1)S